N-Ethyl-5-fluoro-2-[6-(3-fluoropyrrolidin-3-yl)-3-methylimidazo[1,5-a]pyridin-8-yl]-N-(isopropyl)benzamide C(C)N(C(C1=C(C=CC(=C1)F)C=1C=2N(C=C(C1)C1(CNCC1)F)C(=NC2)C)=O)C(C)C